1-bromo-2-methyl-5-nitro-3-(trifluoromethyl)benzene BrC1=C(C(=CC(=C1)[N+](=O)[O-])C(F)(F)F)C